2-Hydroxy-4,6-dimethyl-5-nitronicotinonitrile OC1=C(C#N)C(=C(C(=N1)C)[N+](=O)[O-])C